CCC=CCC n-hex-3-ene